(hydroxymethyl)oxan-2-yl 5-[(3Z)-5-hydroxy-3-(hydroxymethyl)pent-3-en-1-yl]-5,6,8a-trimethyl-3,4,4a,5,6,7,8,8a-octahydronaphthalene-1-carboxylate OC\C=C(\CCC1(C2CCC=C(C2(CCC1C)C)C(=O)OC1(OCCCC1)CO)C)/CO